CC1(OC2=C(C1)C=CC=C2NC2=NC(=NC=C2C(=O)N)NC2=C(C=C1CCN(CC1=C2)C)OC)C 4-[(2,2-dimethyl-2,3-dihydro-1-benzofuran-7-yl)amino]-2-[(6-methoxy-2-methyl-1,2,3,4-tetrahydroisoquinolin-7-yl)amino]pyrimidine-5-carboxamide